FC1=C(CP(OCC)(OCC)=O)C=CC=C1F diethyl 2,3-difluorobenzylphosphonate